N,N'-(5-Amino-3-iminopyridin-2,6(1H,3H)-diyliden)bis{2-[3-(morpholin-4-yl)propoxy]pyrazolo[1,5-a]pyridin-3-amin} NC1=CC(C(NC1=NC=1C(=NN2C1C=CC=C2)OCCCN2CCOCC2)=NC=2C(=NN1C2C=CC=C1)OCCCN1CCOCC1)=N